C1(CCCCCC1)NC(C(C1CCN(CC1)CC)N(C(CCC(=O)OCCCCCCCCCCCC)=O)C(CCCCCCCCC)CCCCCCCCC)=O dodecyl 4-((2-(cycloheptylamino)-1-(1-ethylpiperidin-4-yl)-2-oxoethyl)(nonadecan-10-yl)amino)-4-oxobutanoate